C(C)OC(=O)C1CCC(CC1)OS(=O)(=O)C 4-(methylsulfonyloxy)cyclohexanecarboxylic acid ethyl ester